(N-methylamino)methyldimethoxysilane CNC[SiH](OC)OC